L-5-formylsalicylic acid C(=O)C1=CC=C(C(C(=O)O)=C1)O